8-methyl-7-(3-(pyridin-3-yl)-7,8-dihydro-1,6-naphthyridin-6(5H)-yl)-4H-pyrimido[1,2-b]pyridazin-4-one CC1=CC=2N(N=C1N1CC=3C=C(C=NC3CC1)C=1C=NC=CC1)C(C=CN2)=O